C(C)C(C(=O)[O-])(CCCC)CC.[Ba+2].C(C)C(C(=O)[O-])(CCCC)CC barium diethylhexanoate